O=C1C(=C(C1=O)NC=1C(=C(C(=O)N(C)C)C=CC1)O)NC(C)(C(C)(C)C)C 3-((3,4-dioxo-2-((2,3,3-trimethylbutan-2-yl)amino)cyclobut-1-en-1-yl)amino)-2-hydroxy-N,N-dimethylbenzamide